(S)-4-(6-((tetrahydrofuran-3-yl)oxy)benzo[d]oxazol-2-yl)picolinic acid O1C[C@H](CC1)OC1=CC2=C(N=C(O2)C2=CC(=NC=C2)C(=O)O)C=C1